COC(=O)C1(COC1)CN1CC(C1)(C1=C(C=CC=C1)C(C)C)C(NC=1C(=NC(=CC1)C)OC(F)F)=O 3-((3-((2-(difluoromethoxy)-6-methylpyridin-3-yl)carbamoyl)-3-(2-isopropylphenyl)azetidin-1-yl)methyl)oxetan-3-carboxylic acid methyl ester